N2-gamma-Glutamylglutamine N[C@@H](CCC(=O)N[C@@H](CCC(N)=O)C(=O)O)C(=O)O